3-bromo-4-(4-(2-methoxyphenyl)piperazin-1-yl)-1H-pyrazolo[3,4-d]-pyrimidine BrC1=NNC2=NC=NC(=C21)N2CCN(CC2)C2=C(C=CC=C2)OC